1-(3-bromo-5-(tert-butyl)phenyl)-1H-benzo[d]imidazole BrC=1C=C(C=C(C1)C(C)(C)C)N1C=NC2=C1C=CC=C2